methyl 3-oxotetrahydro-2H-pyran-4-carboxylate O=C1COCCC1C(=O)OC